FC(C1=CC=C(C=N1)C(C#CC)O)(F)F 1-(6-(trifluoromethyl)pyridin-3-yl)but-2-yn-1-ol